methyl ((4-(((tert-butoxycarbonyl)amino)methyl)phenyl)(imino)methyl)carbamate C(C)(C)(C)OC(=O)NCC1=CC=C(C=C1)C(=N)NC(OC)=O